N-((5-Bromopyridin-3-yl)methyl)-N-isopropylethanesulfonamide BrC=1C=C(C=NC1)CN(S(=O)(=O)CC)C(C)C